N-((R)-1-(5-fluoro-2-methoxyphenyl)but-3-en-1-yl)-2-methylpropan-2-sulfinamide FC=1C=CC(=C(C1)[C@@H](CC=C)NS(=O)C(C)(C)C)OC